CCCCC\C=C/C\C=C/CCCCCCCC(C(CCCCCCC\C=C/C\C=C/CCCCC)O)O (6Z,9Z,27Z,30Z)-Hexatriaconta-6,9,27,30-Tetraene-18,19-Diol